4-((5-hydroxypentyl)oxy)benzonitrile OCCCCCOC1=CC=C(C#N)C=C1